(1r,3s)-3-(3-bromophenyl)-1-(3-hydroxypropyl)-3-(4-methyl-4H-1,2,4-triazol-3-yl)cyclobutan-1-ol BrC=1C=C(C=CC1)C1(CC(C1)(O)CCCO)C1=NN=CN1C